FC1(CCC(CC1)CN1N(C(=C(C1)C)C)C1=CC(=C(C=C1)F)S(N)(=O)=O)F 2-[(4,4-difluorocyclohexyl)methyl]-N-(4-fluoro-3-sulfamoylphenyl)-4,5-dimethylpyrazole